(12aR)-2-acryloyl-10-chloro-7-((2-isopropylphenyl)amino)-9-(5-methyl-1H-indazol-4-yl)-1,2,3,4,12,12a-hexahydro-6H-benzo[f]pyrazino[2,1-c][1,4]oxazepin-6-one C(C=C)(=O)N1C[C@@H]2COC3=C(C(N2CC1)=O)C(=CC(=C3Cl)C3=C1C=NNC1=CC=C3C)NC3=C(C=CC=C3)C(C)C